2-Cyclopropyl-2-(7-((3,4-difluorobenzyl)oxy)-9-oxo-3,4,11,11a-tetrahydro-1H-pyrazino[1',2':3,4]imidazo[1,2-c]pyrimidin-2(9H)-yl)acetic acid, trifluoroacetic acid Salt FC(C(=O)O)(F)F.C1(CC1)C(C(=O)O)N1CC2N(C=3N(C(N=C(C3)OCC3=CC(=C(C=C3)F)F)=O)C2)CC1